O1CCN(CC1)CCOC=1C=C(C=CC1)C1=C2C=CN(C2=CC=C1)C=O {4-[3-(2-morpholinoethoxy)phenyl]indol-1-yl}methanone